5-bromo-4-(2,4-difluorophenyl)-6-hydrazinopyrimidin-2-amine BrC=1C(=NC(=NC1NN)N)C1=C(C=C(C=C1)F)F